ClC=1C(=NC=C(C1)F)CN1C(=NC(=C1)C=O)C=1C=NC(=CC1)Cl 1-[(3-chloro-5-fluoro-2-pyridyl)methyl]-2-(6-chloro-3-pyridyl)imidazole-4-carbaldehyde